tert-butyl N-(3-fluoro-4-formylpyridin-2-yl)carbamate FC=1C(=NC=CC1C=O)NC(OC(C)(C)C)=O